C#CCCCCCCCCC(CCCCCCCCCCC)O docosyn-11-ol